FC(O[C@@H](C(=O)O)CC(C)C)F (R)-2-(difluoromethoxy)-4-methylpentanoic acid